tert-Butyl 6-(4-cyano-1,3,5-triazin-2-yl)-2,6-diazaspiro[3.3]heptane-2-carboxylate C(#N)C1=NC(=NC=N1)N1CC2(CN(C2)C(=O)OC(C)(C)C)C1